4-(oxiran-2-yl)butan-1-ol O1C(C1)CCCCO